COC(=O)C1=CC(=NC=C1)C1=NOC(=N1)C12CCC(CC1)(CC2)O (5-(4-hydroxy-bicyclo[2.2.2]oct-1-yl)-1,2,4-oxadiazol-3-yl)pyridine-4-carboxylic acid methyl ester